[N+](=O)([O-])C1=CC=C(C=C1)C=1OC2=C(N1)C=C(C=C2)[N+](=O)[O-] 2-(4-nitrophenyl)-5-nitrobenzoxazole